C(C)OC[C@H]1CC(=C(C(C1)=O)C(C(CC)C)=NOC(CC)COC1=CC(=CC=C1)C(F)(F)F)O (S)-5-ethoxymethyl-3-hydroxy-2-{2-methyl-1-[1-(3-trifluoromethyl-phenoxymethyl)-propoxylimino]-butyl}-cyclohex-2-enone